8-(2-Fluorobenzyl)-2-(Furan-2-ylmethyl)-6-phenylimidazo[1,2-a]pyrazin-3-yl-acetat FC1=C(CC=2C=3N(C=C(N2)C2=CC=CC=C2)C(=C(N3)CC=3OC=CC3)CC(=O)[O-])C=CC=C1